C(C)OC(CC(C1=CC2=C(C=C(O2)C2CCNCC2)C=C1)C1CC1)=O 3-cyclopropyl-3-(2-piperidin-4-yl-benzofuran-6-yl)-propionic acid ethyl ester